C1(CCCCC1)[C@H](NC(=O)C1=CC=NN1CC)C=1N=C2N(N=C(C(=N2)N2CCOCC2)C[C@@H]2C(NC[C@@H](C2)C(F)(F)F)=O)C1 N-((S)-cyclohexyl(3-morpholino-2-(((3R,5R)-2-oxo-5-(trifluoromethyl)piperidin-3-yl)methyl)imidazo[1,2-b][1,2,4]triazin-6-yl)methyl)-1-ethyl-1H-pyrazole-5-carboxamide